C(C)C(C(=O)O[C@H](COC1=CC=C(C=C1)Br)COC(C1=CC=CC=C1)(C1=CC=CC=C1)C1=CC=CC=C1)CCN(CC(CCCCCCCC)O)CC(CCCCCCCC)O (R)-1-(4-bromophenoxy)-3-(trityloxy)propan-2-ol ethyl-4-(bis(2-hydroxydecyl)amino)butanoate